(R)-N-(6-(2-aminoethoxy)-8,9-difluoro-1,4-dihydro-2H-pyrano[3,4-c]isoquinolin-1-yl)-5,6-difluoro-N-methyl-1H-indole-2-carboxamide NCCOC1=NC2=C(C=3C=C(C(=CC13)F)F)[C@H](COC2)N(C(=O)C=2NC1=CC(=C(C=C1C2)F)F)C